O=C1CC2(C1)C[C@H](N(CC2)C(=O)OCC2=CC=CC=C2)C(=O)OCC2=CC=CC=C2 dibenzyl (S)-2-oxo-7-azaspiro[3.5]nonane-6,7-dicarboxylate